2-Benzyl 5-formyl-1H-indole-2-carboxylate C(=O)C=1C=C2C=C(NC2=CC1)C(=O)OCC1=CC=CC=C1